COC(CNC(=O)C1=NC=C(C=C1O)C1CCN(CC1)C(C(N)C1=CC=C(C=C1)Cl)=O)=O (5-(1-(2-(4-chlorophenyl)glycyl)-piperidin-4-yl)-3-hydroxy-pyridine-2-carbonyl)glycine methyl ester